4-phenyl-1-((tetrahydro-2H-pyran-4-yl)methyl)pyridin-2(1H)-one C1(=CC=CC=C1)C1=CC(N(C=C1)CC1CCOCC1)=O